3-methyl-cyclobutene CC1C=CC1